1,3,4,5-tetrahydro-2H-benzo[e][1,4]Diazepin-2-one N1C(CNCC2=C1C=CC=C2)=O